ClC1=C(C=CC(=C1)OC)S(=O)(=O)N1CC(C1)(CO)COC1=CC(=C(C#N)C=C1)F 4-((1-((2-chloro-4-methoxyphenyl)sulfonyl)-3-(hydroxymethyl)azetidin-3-yl)methoxy)-2-fluorobenzonitrile